5-(3-ethylureido)benzoic acid C(C)NC(NC=1C=CC=C(C(=O)O)C1)=O